2-((((9H-fluoren-9-yl)methoxy)carbonyl)-L-alanyl)-1,2,3,4-tetrahydroisoquinoline-6-carboxylic acid C1=CC=CC=2C3=CC=CC=C3C(C12)COC(=O)N[C@@H](C)C(=O)N1CC2=CC=C(C=C2CC1)C(=O)O